N-(Benzo[c][1,2,5]oxadiazol-5-yl)-1-(1-oxo-1,2-dihydroisoquinolin-5-yl)-5-(Trifluoromethyl)-1H-pyrazole-4-carboxamide N=1ON=C2C1C=CC(=C2)NC(=O)C=2C=NN(C2C(F)(F)F)C2=C1C=CNC(C1=CC=C2)=O